trans-ethyl 1-{3-[(4-{[6-(5-chloro-2-fluorophenyl)-3-[(2-hydroxy ethyl)sulfanyl]pyridazin-4-yl]amino}pyridin-2-yl)carbamoyl]cyclobutyl}piperidine-4-carboxylate ClC=1C=CC(=C(C1)C1=CC(=C(N=N1)SCCO)NC1=CC(=NC=C1)NC(=O)[C@@H]1C[C@H](C1)N1CCC(CC1)C(=O)OCC)F